FC1=C(N)C=CC(=C1)OC1=NN(C=C1)C=1C=NC(=C(C1)F)C 2-fluoro-4-((1-(5-Fluoro-6-methylpyridin-3-yl)-1H-pyrazol-3-yl)oxy)aniline